N[C@H]([C@@H](CCCC(=O)C=1N=C2C(=NC1)OC(=C2)C(C)(C)C)C2CCC2)CO (5S,6R)-6-amino-1-(6-tert-butylfuro[2,3-b]pyrazin-2-yl)-5-cyclobutyl-7-hydroxy-heptan-1-one